ClC=1C=C(C=CC1Cl)C=1C=C(C(N(N1)C1=CC(=CC=C1)F)=O)C(=O)O 6-(3,4-dichlorophenyl)-2-(3-fluorophenyl)-3-oxo-2,3-dihydropyridazine-4-carboxylic acid